C(C1=CC=CC=C1)(C1=CC=CC=C1)(C1=CC=CC=C1)OC[C@H](CC)O (S)-1-(trityloxy)butan-2-ol